CC(CC1CNCCO1)(C)N 2-methyl-1-(2-morpholinyl)-2-propylamine